6-fluoro-N'-hydroxy-1-(oxetan-2-ylmethyl)-1H-benzo[d]imidazole-5-carboximidamide FC=1C(=CC2=C(N(C=N2)CC2OCC2)C1)C(N)=NO